bis(1-oxyl-2,2,6,6-tetramethylpiperidin-4-yl) succinate C(CCC(=O)OC1CC(N(C(C1)(C)C)O)(C)C)(=O)OC1CC(N(C(C1)(C)C)O)(C)C